CC1(N(CC2=CC=C(C=C2C1)C1CCN(CC1)C)C(=O)NCCC1=CC=CC=C1)C 3,3-Dimethyl-6-(1-methylpiperidin-4-yl)-N-phenethyl-3,4-dihydroisoquinoline-2(1H)-carboxamide